C(C(=C)C)(=O)OC1=CC(=C(C(=O)C2=CC=CC=C2)C=C1)O 4-methacryloxy-2-hydroxybenzphenone